C(C(C)C)N1C(N(C(C=2NC=NC12)=O)C)=O 3-isobutyl-1-methyl-xanthine